ClC=1C(=C(C=CC1F)N(C(/C=C/C(=O)OCC)=O)CCCN1CCCC1)F ethyl (E)-4-((3-chloro-2,4-difluorophenyl) (3-(pyrrolidin-1-yl) propyl) amino)-4-oxobut-2-enoate